NC1=NC(=CC(=N1)N[C@H](C)CCC)CC1=C(C=C(C=C1)OCCNC)OC (R)-2-Amino-6-(2-methoxy-4-(2-(methylamino)ethoxy)benzyl)-4-(pentan-2-ylamino)pyrimidine